4-methoxybenzyl (3-(((2-chloro-6-methylquinazolin-4-yl)amino)methyl)oxetane-3-yl)carbamate ClC1=NC2=CC=C(C=C2C(=N1)NCC1(COC1)NC(OCC1=CC=C(C=C1)OC)=O)C